FC(C=1C=C(CC[NH3+])C=CC1)(F)F 3-trifluoromethyl-phenethylammonium